CC(C(C)(C)C)C Tetramethyl-propane